C1(CC1)C=1N=CC=2C3=C(C=C(C2C1)S(=O)(=O)NCC(C)C)C(CCC3)NS(=O)(=O)C 3-cyclopropyl-7-(methylsulfonylamino)-N-(2-methylpropyl)-7,8,9,10-tetrahydrobenzo[h]isoquinoline-5-sulfonamide